5-((2-((4,4-difluorocyclohexyl)amino)cyclohexyl)(methyl)amino)-2-(2,6-dioxopiperidin-3-yl)isoindoline-1,3-dione FC1(CCC(CC1)NC1C(CCCC1)N(C=1C=C2C(N(C(C2=CC1)=O)C1C(NC(CC1)=O)=O)=O)C)F